C(=O)(OC(C)(C)C)C(C(=O)O)ON Boc-amino-oxyacetic acid